C(C1=CC=CC=C1)(=O)OCC(COC(C1=CC=CC=C1)=O)(CCC(C)C)C(C)C 2-isopropyl-2-isopentyl-1,3-propylene glycol dibenzoate